COC=1C=NC(=NC1)CN 1-(5-methoxypyrimidin-2-yl)methanamine